C(CCCCCCCCC)(=O)OCCN(CCN(CC)CC)CCOC(OC(CCCCC(=O)OCC(CCCCCCCC)CCCCCC)CCCCCC)=O 2-hexyldecyl 6-(2-(decanoyloxy) ethyl)-3-ethyl-12-hexyl-10-oxo-9,11-dioxa-3,6-diazahexadecane-16-carboxylate